6-Bromo-3-chloro-2-((2-fluorophenyl)methyl)-N-methylaniline BrC1=CC=C(C(=C1NC)CC1=C(C=CC=C1)F)Cl